NC1=C(C(=O)NC2CCC(CC2)O)C=C(C=N1)C1=CC=C(C=C1)[C@]12CN(C[C@@H]2C1)CCC#N 2-amino-5-(4-((1S,5R)-3-(2-cyanoethyl)-3-azabicyclo[3.1.0]hex-1-yl)phenyl)-N-((1r,4S)-4-hydroxycyclohexyl)nicotinamide